(S)-N2-(6-methoxy-2-methyl-1,2,3,4-tetrahydroisoquinolin-7-yl)-N7-(oxepan-4-yl)quinazoline-2,7-diamine COC=1C=C2CCN(CC2=CC1NC1=NC2=CC(=CC=C2C=N1)N[C@@H]1CCOCCC1)C